COC1=C(C(=NC=C1)C[S@](=O)C1=NC2=C(N1)C=CC=C2)C (S)-2-((4-methoxy-3-methylpyridin-2-yl)methylsulfinyl)-1H-benzimidazole